N1(N=NN=C1)C[C@H](C)OC=1C=C(C=CC1)C1=NC=2N(C=C1)N=CC2C=2C=C(C(=O)N)C=CC2 3-[5-(3-{[(2S)-1-(1H-tetrazol-1-yl)propan-2-yl]oxy}phenyl)pyrazolo[1,5-a]pyrimidin-3-yl]benzamide